C(C1=CC=CC=C1)C(CCC(C)NC1=NC=NC2=CC(=CC=C12)Cl)NCCO[Si](C)(C)C(C)(C)C 1-benzyl-N1-(2-((tert-butyldimethylsilyl)oxy)ethyl)-N4-(7-chloroquinazolin-4-yl)pentane-1,4-Diamine